Cl.Cl.S1CCNC=C1C(=O)N 3,4-dihydro-2H-1,4-thiazine-6-carboxamide dihydrochloride